C(C)OC(CC)OCCN(CCOC(CC)OCC)CCOC(CC)OCC tris[2-(1-ethoxypropoxy)ethyl]amine